ClC=1C(=NC=C(N1)C1=C(C=C(C=C1C)C(F)(F)F)OCOCC)C(=O)OC methyl 3-chloro-5-(2-(ethoxymethoxy)-6-methyl-4-(trifluoromethyl) phenyl)pyrazine-2-carboxylate